(5-(azetidin-3-ylamino)-2-methylphenyl)-2-(6-bromo-2-((4-fluorobenzyl)thio)-4H-imidazo[4,5-b]pyridin-4-yl)butanamide N1CC(C1)NC=1C=CC(=C(C1)C(C(=O)N)(CC)N1C=2C(=CC(=C1)Br)N=C(N2)SCC2=CC=C(C=C2)F)C